1-(4-(3-chloro-4-(5-chloro-7-ethyl-7H-pyrrolo[2,3-d]pyrimidin-2-ylamino)-1H-pyrazol-1-yl)piperidin-1-yl)-2-methylpropan-1-one ClC1=NN(C=C1NC=1N=CC2=C(N1)N(C=C2Cl)CC)C2CCN(CC2)C(C(C)C)=O